(1R,2S,5S)-3-[(2S)-3-ethoxy-3-methyl-2-[(2,2,2-trifluoroacetyl)amino]butanoyl]-6,6-dimethyl-3-azabicyclo[3.1.0]hexane-2-carboxylic acid C(C)OC([C@@H](C(=O)N1[C@@H]([C@H]2C([C@H]2C1)(C)C)C(=O)O)NC(C(F)(F)F)=O)(C)C